C(C)(C)(C)C(C)C tert-butyldimethyl-methane